FC1=C(OCC2=C(C=CC=C2)NC2C(NC(CC2)=O)=O)C(=CC=C1F)C=1N=C(SC1)N1CCOCC1 3-((2-((2,3-difluoro-6-(2-morpholinothiazol-4-yl)phenoxy)methyl)phenyl)amino)piperidine-2,6-dione